1-(2-(6-methylpyridin-3-yl)propan-2-yl)pyrrolidine-3-carbaldehyde O-methyl oxime citrate C(CC(O)(C(=O)O)CC(=O)O)(=O)O.CON=CC1CN(CC1)C(C)(C)C=1C=NC(=CC1)C